[Co+2].C(C)C(C(=O)[O-])CCCC.C(C)C(C(=O)[O-])CCCC.FC=1C=C(C=CC1N1CCN(CC1)S(=S)(=O)SCC1=CC=CC=C1)N1C(O[C@H](C1)CNC(C)=O)=O (S)-N-[(3-{3-fluoro-4-[4-(benzylsulfanylthiosulfonyl)piperazin-1-yl]phenyl}-2-oxo-5-oxazolidinyl)methyl]acetamide bis(2-ethylhexanoate) cobalt (II)